C(C1=CC=CC=C1)C1C(C(=O)NCCC1)(N)CC1=CC=CC=C1 dibenzyl-amino-caprolactam